NC1=NC=CC(=N1)CC=1C(=CC2=C(NC(O[C@@]2(C(F)(F)F)C#CC2CC2)=O)C1)F (S)-7-((2-aminopyrimidin-4-yl)methyl)-4-(cyclopropylethynyl)-6-fluoro-4-(trifluoromethyl)-1,4-dihydro-2H-benzo[d][1,3]oxazin-2-one